ClC1=CC=C(C=C1)C1CC2(CNC2)C1 6-(4-chlorophenyl)-2-azaspiro[3.3]heptane